NC=1N=C(SC1C(C1=CC=C(C=C1)OCC(=O)NCC1=C(C=CC=C1)Cl)=O)N(C1=CC=C(C=C1)F)C(C(=O)N)C (N-[4-amino-5-[4-[2-[(2-chlorophenyl)methylamino]-2-oxo-ethoxy]benzoyl]thiazol-2-yl]-4-fluoro-anilino)propanamide